CNC(=O)N(C)C 1,3,3-trimethylurea